[N+](=O)([O-])C1=CC2=C(NC(=N2)C2=CC(=C(C=C2)N2CCOCC2)C(F)(F)F)C=C1 4-(4-(5-nitro-1H-benz[d]imidazol-2-yl)-2-(trifluoromethyl)phenyl)morpholine